ClC1=NC=CC=C1CN1C(C2=CC=C(C=C2C=N1)SC1=NN(C=C1)C1OCCCC1)=O 2-((2-chloropyridin-3-yl)methyl)-6-(1-(tetrahydro-2H-pyran-2-yl)-1H-pyrazol-3-ylsulfanyl)phthalazin-1(2H)-one